(1R,3aS,3bR,5aS,7R,10aS,10bS,12aR)-7-ethyl-10a,12a-dimethyl-1-((2R,5R)-6,6,6-trifluoro-5-hydroxy-5-methylhexan-2-yl)octadecahydrocyclohepta[a]cyclopenta[f]naphthalen-7-ol C(C)[C@@]1(C[C@H]2[C@@]([C@H]3CC[C@]4([C@H]([C@@H]3CC2)CC[C@@H]4[C@H](C)CC[C@@](C(F)(F)F)(C)O)C)(CCC1)C)O